NCC1CC(C1)C(=O)N1CCN(CC1)C(=O)C1=C(C=C(C=C1)NC(=O)C=1N(C(=CN1)C=1C(=NC(=C(C1)F)N(C)C)F)C)Cl N-[4-[4-[3-(aminomethyl)cyclobutanecarbonyl]piperazine-1-carbonyl]-3-chloro-phenyl]-5-[6-(dimethylamino)-2,5-difluoro-3-pyridinyl]-1-methyl-imidazole-2-carboxamide